C1(CCCCC1)NC1=CC=C(C=C1)NC1CCCCC1 N,N'-Dicyclohexyl-p-phenylendiamin